2-bromocarbazole BrC1=CC=2NC3=CC=CC=C3C2C=C1